C(CCCC)C(C(=O)N)CCCC(=O)N pentylhexanediamide